O1CCOC12CCC(CC2)C2=CC=NC1=C2OCCN1C1C(NC(CC1)=O)=O 3-[8-(1,4-dioxaspiro[4.5]decan-8-yl)-2,3-dihydropyrido[3,2-b][1,4]oxazin-4-yl]piperidine-2,6-dione